N-(3-(4-aminohexyl)-1-methyl-1H-pyrazol-5-yl)benzamide NC(CCCC1=NN(C(=C1)NC(C1=CC=CC=C1)=O)C)CC